(S)-N-(3-(1-methyl-4-(4-methyl-4H-1,2,4-triazol-3-yl)-1H-pyrazol-5-yl)phenyl)-6-((3-methylpiperidin-1-yl)methyl)imidazo[1,2-a]pyridine-8-carboxamide CN1N=CC(=C1C=1C=C(C=CC1)NC(=O)C=1C=2N(C=C(C1)CN1C[C@H](CCC1)C)C=CN2)C2=NN=CN2C